ClC1=CC=C(OC2=NC=C(C=N2)B(O)O)C=C1 [2-(4-chlorophenoxy)pyrimidin-5-yl]boronic acid